CC(N(CCS(=O)(=O)O)C(C)O)O N-bis-(hydroxyethyl)-2-aminoethanesulfonic acid